CC=1C=C(C=NC1)C(=O)N1CCC(CC1)=C1C=2C=CC=CC2CCC=2C=CC=CC12 (5-methyl-3-pyridyl)-[4-(2-tricyclo[9.4.0.03,8]pentadeca-1(11),3(8),4,6,12,14-hexaenylidene)-1-piperidyl]methanone